7-(bromomethyl)-8-chloro-3-methyl-1H-quinoxalin-2-one BrCC1=CC=C2N=C(C(NC2=C1Cl)=O)C